2-{4-[(4-methylpiperazin-1-yl)methyl]phenyl}acetic acid CN1CCN(CC1)CC1=CC=C(C=C1)CC(=O)O